1-[(E)-4-[[4-(3-chloro-2-fluoro-anilino)-7-[2-[(1R,5S)-3-methyl-3-azabicyclo[3.1.0]hexan-1-yl]ethynyl]quinazolin-6-yl]amino]-4-oxo-but-2-enyl]piperidine-3-carboxylic acid ClC=1C(=C(NC2=NC=NC3=CC(=C(C=C23)NC(/C=C/CN2CC(CCC2)C(=O)O)=O)C#C[C@@]23CN(C[C@H]3C2)C)C=CC1)F